ClC1=CC=C2C(=N1)C(N(C2=O)C2=CC=CC=C2)=O 2-chloro-6-phenyl-5H-pyrrolo[3,4-b]Pyridine-5,7(6H)-dione